Pent-2-yn-1-yl(1-((3-chloro-4-fluorophenyl)carbamoyl)-2-methyl-2,4,5,6-tetrahydrocyclopenta[c]pyrrol-4-yl)carbamate C(C#CCC)OC(NC1CCC2=C(N(C=C21)C)C(NC2=CC(=C(C=C2)F)Cl)=O)=O